(5-(3,4,5-trifluorophenyl)-1,3,4-thiadiazol-2-yl)methanol FC=1C=C(C=C(C1F)F)C1=NN=C(S1)CO